OCC(C=O)C1=CC=C(C=C1)OC 3-hydroxy-2-(4-methoxyphenyl)propan-1-one